N=1C(NC=C2C=CC=CC12)=O Quinazolin-2(3H)-one